(3-(2-(tert-butyl)pyrimidin-5-yl)phenyl)-8-chloro-N-methyl-[1,2,4]triazolo[4,3-a]quinazolin-5-amine C(C)(C)(C)C1=NC=C(C=N1)C=1C=C(C=CC1)C1=NN=C2N1C1=CC(=CC=C1C(=N2)NC)Cl